C(=O)(O)C1=C(C=CC=C1)C=1C2=CC=C(N2)C(=C2C=CC(C(=C3C=CC(=C(C=4C=CC1N4)C4=C(C=CC=C4)C(=O)O)N3)C3=C(C=CC=C3)C(=O)O)=N2)C2=C(C=CC=C2)C(=O)O 5,10,15,20-tetra(carboxyphenyl)porphyrin